di-fluoro carbonate C(OF)(OF)=O